CC(C(=O)O[C@@H]1[C@H]2[C@@H]3CC=C[C@@H]3[C@@H](C1)C2)C |r| (1RS,2SR,6RS,7RS,8SR)-tricyclo[5.2.1.02,6]dec-3-en-8-yl 2-methylpropanoate